methyl 5-benzyl-3-((1-isopropyl-1H-indazole-4-carboxamido)methyl)-4,5-dihydroisoxazole-5-carboxylate C(C1=CC=CC=C1)C1(CC(=NO1)CNC(=O)C=1C=2C=NN(C2C=CC1)C(C)C)C(=O)OC